NC1=C(C(NN=C1)=O)C 5-amino-4-methylpyridazin-3(2H)-one